NC1=C2N=CN(C2=NC(=N1)F)[C@H]1[C@H]([C@@H]([C@](O1)(CO)CC)O)F (2R-3R,4S,5R)-5-(6-amino-2-fluoropurin-9-yl)-2-ethyl-4-fluoro-2-(hydroxymethyl)oxolan-3-ol